tert-butyl (R)-(1-(benzyloxy)-3-(ethylamino)propan-2-yl)carbamate C(C1=CC=CC=C1)OC[C@@H](CNCC)NC(OC(C)(C)C)=O